FC(CN1N=CC=2C1=NC(=CN2)N2CCC1(CCN(C1)C1=NC(=CN=C1)C(F)(F)F)CC2)F 8-(1-(2,2-difluoroethyl)-1H-pyrazolo[3,4-b]pyrazin-6-yl)-2-(6-(trifluoromethyl)pyrazin-2-yl)-2,8-diazaspiro[4.5]decane